NC1=NC=CC=C1C1=NC=2C(=NC(=CC2)N2N=CC=C2)N1C=1C=C2CC[C@@H](C2=CC1)NC1C2CN(CC1OC2)CC2=CC=CC=C2 N-[(1S)-5-[2-(2-aminopyridin-3-yl)-5-(pyrazol-1-yl)imidazo[4,5-b]pyridin-3-yl]-2,3-dihydro-1H-inden-1-yl]-3-benzyl-6-oxa-3-azabicyclo[3.2.1]octan-8-amine